(Z)-8-Pentadecenyl acetate C(C)(=O)OCCCCCCC\C=C/CCCCCC